C(#N)C[C@H]1N(CC[C@@H](C1)N1N=NC=2C(=NC=3C(=C(C(=CC3C21)C)C2=C(C=CC=C2)C(F)(F)F)F)SC)C(=O)OC(C)(C)C tert-butyl (2S,4S)-2-(cyanomethyl)-4-(6-fluoro-8-methyl-4-(methylthio)-7-(2-(trifluoromethyl)phenyl)-1H-[1,2,3]triazolo[4,5-c]quinolin-1-yl)piperidine-1-carboxylate